3-chloro-5-((1-((6-(1,1-difluoroethyl)-3-oxo-2,3-dihydropyridazin-4-yl)methyl)-4-(difluoromethyl)-6-oxo-1,6-dihydropyrimidin-5-yl)oxy)benzonitrile ClC=1C=C(C#N)C=C(C1)OC1=C(N=CN(C1=O)CC=1C(NN=C(C1)C(C)(F)F)=O)C(F)F